2,5-Diethyl-3,6-dimethyl-4-methoxy-phenol C(C)C1=C(C(=C(C(=C1C)OC)CC)C)O